FC(C1=NC=C(C=N1)[C@@H](C)N)(F)F (R)-1-(2-(trifluoromethyl)pyrimidin-5-yl)ethylamine